[Se]=S seleno sulfide